(R,S)-1-(2-Hydroxy-4-methoxyphenyl)-2-(hydroxymethyl)butan-1-one OC1=C(C=CC(=C1)OC)C([C@H](CC)CO)=O